N1(CCCC2=CC=CC=C12)S(=O)(=O)[O-].[Na+] sodium 1,2,3,4-tetrahydroquinoline-1-sulfonate